N1=CC(=CC=C1)C1=NC(=CC(=N1)N1CC2(CC1)CC(CCC2)C(=O)OC)NC2=NC=CC(=C2)OC(F)(F)F methyl 2-(2-(pyridin-3-yl)-6-((4-(trifluoromethoxy) pyridin-2-yl) amino) pyrimidin-4-yl)-2-azaspiro[4.5]decane-7-carboxylate